Methyl (S)-2-(1-aminoethyl)-5-fluorobenzofuran-7-carboxylate N[C@@H](C)C=1OC2=C(C1)C=C(C=C2C(=O)OC)F